2-chloro-6-methyl-7,8-dihydro-5H-pyrido[4,3-d]pyrimidine ClC=1N=CC2=C(N1)CCN(C2)C